C1=CC=CC=2C3=CC=CC=C3C(=CC12)C=1C=C(C=CC1)B(O)O 3-(9-phenanthryl)phenylboronic acid